cyclopentene-1-carboxylic acid methyl ester COC(=O)C1=CCCC1